OC1=CC=C(C=C1)C(NC(=O)C=1C(NC(=CC1)C(F)(F)F)=O)C1=CC=CC=C1 N-((4-hydroxyphenyl)(phenyl)methyl)-2-oxo-6-(trifluoromethyl)-1,2-dihydropyridine-3-carboxamide